(1S)-6-chloro-2-(4,6-dimethyl-1,3,5-triazin-2-yl)-1-(2-methylprop-1-en-1-yl)-2,3,4,9-tetrahydro-1H-pyrido[3,4-b]indole ClC=1C=C2C3=C(NC2=CC1)[C@@H](N(CC3)C3=NC(=NC(=N3)C)C)C=C(C)C